3-(2-aminoethyl)-5-bromo-2-[(2,4-dimethoxyphenyl)methyl]isoindolin-1-one NCCC1N(C(C2=CC=C(C=C12)Br)=O)CC1=C(C=C(C=C1)OC)OC